BrC1=C(C#N)C=CC(=C1)OC(F)F bromo-4-(difluoromethoxy)benzonitrile